benzyl 4-(9,9-difluoro-14-oxo-2,5,6,13,19,20-hexazatetracyclo[11.6.2.13,6.017,21]docosa-1(19),3(22),4,15,17,20-hexaen-15-yl)-8-methyl-2,3-dihydroquinoxaline-1-carboxylate FC1(CCN2N=CC(NC3=NC=C4C=C(C(N(CCC1)C4=N3)=O)N3CCN(C4=C(C=CC=C34)C)C(=O)OCC3=CC=CC=C3)=C2)F